2,6-dioxaspiro[4.5]decane-7-carboxylic acid C1OCCC12OC(CCC2)C(=O)O